C1(=CC=CC=C1)C1=NC2=CC=C3N=C(N=C4C=CC(=N1)C2=C43)C4=CC=CC=C4 2,7-diphenyl-1,3,6,8-tetraazapyrene